COC1=CC=C(CN(C2=CC(=C(C(=N2)C2=C(C=C3C(=NC(=NC3=C2F)F)N2[C@H](CN(CC2)C(=O)OC(C)(C)C)C)F)C(F)(F)F)C)CC2=CC=C(C=C2)OC)C=C1 tert-butyl (3S)-4-(7-(6-(bis(4-methoxybenzyl)amino)-4-methyl-3-(trifluoromethyl)pyridin-2-yl)-2,6,8-trifluoroquinazolin-4-yl)-3-methylpiperazine-1-carboxylate